C(C)(C)(C)OC(=O)N[C@H](C(=O)O)CC=1C(=NC=C(C1)Cl)C (2S)-2-[(tert-butoxycarbonyl)amino]-3-(5-chloro-2-methylpyridin-3-yl)propanoic acid